2-[(3R)-1-[(2R)-2-[[4-[2-(trifluoromethyl)phenyl]-7-quinolyl]oxy]propanoyl]-3-piperidyl]acetic acid FC(C1=C(C=CC=C1)C1=CC=NC2=CC(=CC=C12)O[C@@H](C(=O)N1C[C@H](CCC1)CC(=O)O)C)(F)F